BrC1=CC=CC(=N1)C(=O)NC1C(NC(CC1)=O)=O 6-bromo-N-(2,6-dioxopiperidin-3-yl)picolinamide